3-(3,7-dimethyloctyl)-8-oxa-3-azabicyclo[3.2.1]octane CC(CCN1CC2CCC(C1)O2)CCCC(C)C